O=C1NCCC(N1)=O 2,4-dioxohexahydropyrimidine